1,4-cholestadienone C[C@H](CCCC(C)C)[C@H]1CC[C@@H]2[C@@]1(CC[C@H]3[C@H]2CCC4=CC(=O)C=C[C@]34C)C